vinylsilaborazine C(=C)[Si]1=BN=CC=C1